(R)-2-fluoro-N-(6-fluoro-8-methylisoquinolin-1-yl)-4-(5-methyl-1,3,4-thiadiazol-2-yl)-N-(piperidin-3-yl)benzamide FC1=C(C(=O)N([C@H]2CNCCC2)C2=NC=CC3=CC(=CC(=C23)C)F)C=CC(=C1)C=1SC(=NN1)C